NC=1C(=C(C=C2C=C(N=CC12)NC(OC1COCC1C)=O)C1=C(C2=C(OC(CN2)F)N=C1)C)F 4-Methyltetrahydrofuran-3-yl (8-amino-7-fluoro-6-(3-fluoro-8-methyl-2,3-dihydro-1H-pyrido[2,3-b][1,4]oxazin-7-yl)isoquinolin-3-yl)carbamate